(chlorocyclopropyl)-3-(2-chlorophenyl)-2-hydroxypropyl-1,2,4-triazolidine-3-thione ClC1(CC1)N1N(CNC1=S)CC(CC1=C(C=CC=C1)Cl)O